(E)-3-(2-(5,6-dihydro-7H-cyclopenta[b]pyridin-7-ylidene)hydrazino)-8-bromo-5H-[1,2,4]triazino[5,6-b]indole N1=C\2C(=CC=C1)CC/C2=N\NC=2N=NC1=C(NC=3C=CC(=CC13)Br)N2